N1=C(C=CC2=CC=CC=C12)CCCNC(C)=O N-(3-(quinolin-2-yl)propyl)acetamide